CC(CCC[Mg]Br)CC(CC(CC(CCC)C)C)C 4,6,8,10-tetramethyltridecyl-magnesium bromide